C(C)(C)(C)[Si](C)(C)OC(CC=C)C1=C(C(=CC=C1)F)F tert-butyl-[1-(2,3-difluorophenyl)but-3-enyloxy]-dimethyl-silane